NC=1SC(=C(N1)CC=1SC2=C(N(C=3C(NN=CC32)=O)C)N1)F 2-((2-amino-5-fluorothiazol-4-yl)methyl)-4-methyl-4H-thiazolo[5',4':4,5]pyrrolo[2,3-d]pyridazin-5(6H)-one